OC=1C(=C(C(=CC1)C)N1C=NC2=C(C1=O)C=C(N2)C=2C=NC(=NC2)OC)C 3-(3-hydroxy-2,6-dimethylphenyl)-6-(2-methoxypyrimidin-5-yl)-3,7-dihydro-4H-pyrrolo[2,3-d]pyrimidin-4-one